dodecylbenzenesulfonic acid phosphonium salt [PH4+].C(CCCCCCCCCCC)C1=C(C=CC=C1)S(=O)(=O)[O-]